CC=1C=C(C=C(C1)C)C=1N=CC=C2C3=C(N=CC12)C(=CC=C3)[Si](C)(C)C 4-(3,5-dimethylphenyl)-7-(trimethylsilyl)benzo[c][2,7]naphthyridine